BrC1=CC=C2CC(NC2=C1)=O 6-Bromo-2-oxindole